3-(3-fluoropyridin-4-yl)-3,4-dihydroquinazolin FC=1C=NC=CC1N1C=NC2=CC=CC=C2C1